C(C)C(C(=O)[O-])CCCC C6-E-(ethyl caproate)